BrC1=CC(=C(C(=C1)C)N1NC2=C(N=C(NC2=O)N2CCOCC2)N1)C 2-(4-bromo-2,6-dimethylphenyl)-5-morpholino-1,2,3,6-tetrahydro-7H-[1,2,3]triazolo[4,5-d]pyrimidin-7-one